5-(difluoromethyl)-1'-[2-({1-[(cis)-3-hydroxy-3-methylcyclobutyl]-7-(trifluoromethyl)-1H-1,3-benzodiazol-5-yl}oxy)ethyl]-1,2-dihydrospiro[indole-3,4'-piperidin]-2-one FC(C=1C=C2C(=CC1)NC(C21CCN(CC1)CCOC1=CC2=C(N(C=N2)C2CC(C2)(C)O)C(=C1)C(F)(F)F)=O)F